N-((3R)-3-Hydroxy-4-(2-methyl-3-(3-(trifluoromethyl)phenyl)pyrrolidin-1-yl)butyl)-1-methyl-2-oxoindoline-5-carboxamide O[C@H](CCNC(=O)C=1C=C2CC(N(C2=CC1)C)=O)CN1C(C(CC1)C1=CC(=CC=C1)C(F)(F)F)C